C(=O)(OC(C)(C)C)N1CCC(CC1)CC=O 1-Boc-piperidine-4-acetaldehyde